C(CCCCC)OC1=C(C=CC=C1)O (hexyl)oxyl-phenol